CC1=C(C=CBr)C=CC=C1 o-methyl-β-bromostyrene